4-(4-hydroxybutylamino)butan-1-ol OCCCCNCCCCO